(R,Z)-2-fluoro-N-(7-methoxy-4-((2-methoxy-5-methyl-4-((5-methyl-[1,2,4]triazolo[1,5-a]pyridin-7-yl)oxy)phenyl)amino)quinazolin-6-yl)-3-(1-methylpyrrolidin-2-yl)acrylamide F\C(\C(=O)NC=1C=C2C(=NC=NC2=CC1OC)NC1=C(C=C(C(=C1)C)OC1=CC=2N(C(=C1)C)N=CN2)OC)=C/[C@@H]2N(CCC2)C